(1R,3S,5R)-3-(2-(3-acetyl-5-(2-methylpyrimidin-5-yl)-1H-indazol-1-yl)acetyl)-N-(6-bromopyridin-2-yl)-2-azabicyclo[3.1.0]hexane-2-carboxamide C(C)(=O)C1=NN(C2=CC=C(C=C12)C=1C=NC(=NC1)C)CC(=O)[C@H]1N([C@@H]2C[C@@H]2C1)C(=O)NC1=NC(=CC=C1)Br